(2S,3S)-3-(3-Chlorophenyl)-N,N-dimethyl-2-(phenylamino)butanamide ClC=1C=C(C=CC1)[C@@H]([C@@H](C(=O)N(C)C)NC1=CC=CC=C1)C